perfluorooctanamide FC(C(=O)N)(C(C(C(C(C(C(F)(F)F)(F)F)(F)F)(F)F)(F)F)(F)F)F